C(C)(=O)C1=C(C2=C(N=C(N=C2)NC2=NC=C(C=C2)N2CCC(CC2)(F)C(OC)OC)N(C1=O)C1CCCC1)C 6-acetyl-8-cyclopentyl-2-[[5-[4-(dimethoxymethyl)-4-fluoro-1-piperidinyl]-2-pyridinyl]amino]-5-methylpyrido[2,3-d]pyrimidin-7-one